FC(SCCO)(F)F 2-(trifluoromethylthio)ethanol